N-[(1s,1'S,14R,17s)-spiro[8,12,16-trioxa-6,22-diazatetracyclo[15.2.2.110,13.02,7]docosa-2,4,6,10,13(22)-pentaene-14,3'-cyclopentane]-1'-yl]methanesulfonamide [C@H]1(C[C@@]2(CC1)C=1OC=C(COC3=NC=CC=C3C3CCC(OC2)CC3)N1)NS(=O)(=O)C